[(4S)-2-Oxooxazolidin-4-yl]methyl 3-[4-[1-(trifluoromethyl)cyclopropyl]phenyl]azetidine-1-carboxylate FC(C1(CC1)C1=CC=C(C=C1)C1CN(C1)C(=O)OC[C@H]1NC(OC1)=O)(F)F